FC1=C(C(=CC(=C1)C1=NO[C@H](C1)CN1N=NC=C1)F)C1=CC=C(C=C1)S(=O)(=O)C1CN(C1)C 1-({(5R)-3-[2,6-Difluoro-4'-(1-methylazetidine-3-sulfonyl)[1,1'-biphenyl]-4-yl]-4,5-dihydro-1,2-oxazol-5-yl}methyl)-1H-1,2,3-triazole